N(α)-methyl-lysine CN[C@@H](CCCCN)C(=O)O